N,N-diethyl-2-hydroxy-2-methylpropionamide C(C)N(C(C(C)(C)O)=O)CC